2-chloro-3-(1-(4-fluorophenyl)ethyl)pyrazine ClC1=NC=CN=C1C(C)C1=CC=C(C=C1)F